3-((2-((4-(cyclohexyloxy)-2-methylene-4-oxobutanoyl)oxy)ethyl)sulfonyl)propanoic acid C1(CCCCC1)OC(CC(C(=O)OCCS(=O)(=O)CCC(=O)O)=C)=O